C(C)(C)(C)OC(=O)NCCN1CC2=C(CC1)N(C(=C2)C(=O)OCC)C ethyl 5-(2-((tert-butoxycarbonyl) amino) ethyl)-1-methyl-4,5,6,7-tetrahydro-1H-pyrrolo[3,2-c]pyridine-2-carboxylate